Methyl (2-(phenylamino) ethyl) fumarate hydrochloride Cl.C(\C=C\C(=O)OCCNC1=CC=CC=C1)(=O)OC